[Si](C)(C)(C(C)(C)C)OC[C@@H]1[C@H]([C@@H]([C@H]([C@@H](O[C@@H]2[C@@H](O)[C@@H](O)[C@H](O)[C@H](O2)CO)O1)N=[N+]=[N-])OCC1=CC=CC=C1)O alpha-D-mannopyranosyl-(1->4) 6-O-t-butyldimethylsilyl-3-O-benzyl-2-azido-2-deoxy-alpha-D-glucopyranoside